CC1=C(C(=CC(=C1)C)C)S(=O)(=O)[O-].N[N+]1=C(C=CC(=C1)OC)C(=O)OC 1-amino-5-methoxy-2-(methoxycarbonyl)pyridin-1-ium 2,4,6-trimethylbenzenesulfonate